1,2-diphenyl-4-(4,7-dihydroxybenzo[d][1,3]dithiol-2-ylidene)pyrazolidine-3,5-dione C1(=CC=CC=C1)N1N(C(C(C1=O)=C1SC2=C(S1)C(=CC=C2O)O)=O)C2=CC=CC=C2